ClC=1C(=C(C2=C(N(CCO2)\C=C\C2=CC(=CC(=C2)F)F)C1)C(=O)O)OC 6-chloro-4-[(1E)-2-(3,5-difluorophenyl)ethenyl]-7-methoxy-3,4-dihydro-2H-1,4-benzoxazine-8-carboxylic acid